chloro-1-methyl-4-phenyl-3-(prop-1-en-2-yl)isoquinoline 2-oxide ClC1=C2C(=C([N+](=C(C2=CC=C1)C)[O-])C(=C)C)C1=CC=CC=C1